C(C)(C)(C)OC(=O)N1CC2COC3=C(C(N2CC1)=O)C(N(C=C3Cl)C3=C(C=CC=C3F)OC(=O)OC(C)(C)C)F 2-(((t-Butoxycarbonyl)oxy)-6-fluorophenyl)-4-chloro-1-fluoro-12-oxo-6a,7,9,10-tetrahydro-12H-pyrazino[2,1-c]pyrido[3,4-f][1,4]oxazepin-8(6H)-carboxylic acid tert-butyl ester